FC=1C=C(C=C(C1)F)[C@H]1N([C@@H]2C[C@@H]2C1)C(=O)C12CC(C1)(C2)COC=2N=CC(=NC2)C#N 5-((3-((1R,3S,5R)-3-(3,5-difluorophenyl)-2-azabicyclo[3.1.0]hexane-2-carbonyl)bicyclo[1.1.1]pentan-1-yl)methoxy)pyrazine-2-carbonitrile